8-(3-Isopropoxyphenyl)-6-fluoro-3,4-dihydrobenzo[e][1,2,3]oxathiazine 2,2-dioxide C(C)(C)OC=1C=C(C=CC1)C1=CC(=CC=2CNS(OC21)(=O)=O)F